1-((3s,4r)-1-((1,2,3-thiadiazol-4-yl)methyl)-4-(3,4-difluorophenyl)pyrrolidin-3-yl)-3-(2-phenyl-2,4,5,6-tetrahydrocyclopenta[c]pyrazol-3-yl)urea S1N=NC(=C1)CN1C[C@H]([C@@H](C1)C1=CC(=C(C=C1)F)F)NC(=O)NC1=C2C(=NN1C1=CC=CC=C1)CCC2